(1S,2S,4S)-2-hydroxy-4-(trifluoromethoxy)cyclopentyl-benzamide O[C@@H]1[C@@H](C[C@@H](C1)OC(F)(F)F)C1=C(C(=O)N)C=CC=C1